2-(azetidin-3-yl)-N3-(6-(trifluoromethyl)pyridin-3-yl)pyrazine-2,3-diamine N1CC(C1)C1(NC=CN=C1NC=1C=NC(=CC1)C(F)(F)F)N